5-[[(S)-1-[3-[(2,2-difluoro-1,3-benzodioxol-5-yl)-methyl-carbamoyl]phenyl]-3-(trifluoromethyl)-4,5,6,7-tetrahydroindazol-7-yl]oxy]pyridine-3-carboxylic acid FC1(OC2=C(O1)C=CC(=C2)N(C(=O)C=2C=C(C=CC2)N2N=C(C=1CCC[C@@H](C21)OC=2C=C(C=NC2)C(=O)O)C(F)(F)F)C)F